C(=O)(OC(C)(C)C)N[C@@H]([C@@H](C)CC)C(=O)O (+)-N-BOC-Isoleucin